2-Methyl-5-[5-methyl-4-(2-oxo-2,3-dihydro-benzooxazol-5-ylamino)-pyrimidin-2-ylamino]-benzonitrile CC1=C(C#N)C=C(C=C1)NC1=NC=C(C(=N1)NC=1C=CC2=C(NC(O2)=O)C1)C